C(#N)C1=CC(=C(COC2=CC=CC(=N2)C2=CC(=C(CC3=NC4=C(N3C[C@H]3OCC3)C=C(C=C4OC)C(=O)O)C=C2F)F)C=C1)F (S)-2-(4-(6-((4-Cyano-2-fluorobenzyl)oxy)pyridin-2-yl)-2,5-difluorobenzyl)-4-methoxy-1-(oxetan-2-ylmethyl)-1H-benzo[d]imidazole-6-carboxylic acid